BrC1=NC(=CC=C1)OCC1=CC=C(C=C1)C(F)(F)F 2-bromo-6-[[4-(trifluoromethyl)phenyl]methoxy]pyridine